O(CCOCCOCCOC)C(CCCOCCOCCOBOCCOCCOCCOCCOC)OCCOCCOCCOC bis(1,4,7,10-tetraoxaundecyl)(1,4,7,10,13-pentoxatetradecyl)(1,4,7-trioxaundecyl)borane